FC(C1=CC=C(C=C1)N1N=NC(=C1COC1=NC=C(C=C1)I)C)F 2-((1-(4-(difluoromethyl)phenyl)-4-methyl-1H-1,2,3-triazol-5-yl)methoxy)-5-iodopyridine